N-((S)-1,3-dihydrospiro[indene-2,4'-piperidin]-1-yl)-2-methylpropan-2-sulfinamide N1CCC2(CC1)[C@@H](C1=CC=CC=C1C2)NS(=O)C(C)(C)C